6-(6-chloro-2,5-dimethyl-pyrimidin-4-yl)-3-(3-pyridyloxy)-7,8-dihydro-5H-1,6-naphthyridine ClC1=C(C(=NC(=N1)C)N1CC=2C=C(C=NC2CC1)OC=1C=NC=CC1)C